CC(C(COCC(C(C)(F)F)(F)F)(F)F)(F)F Methyl-2,2,3,3-Tetrafluoropropyl ether